1-stannacyclopent-3-ene [SnH2]1CC=CC1